N-[5-[6-(cyclopropylmethoxy)pyridin-3-yl]-4-fluoro-2-[rac-(3R)-3-(dimethylamino)pyrrolidin-1-yl]phenyl]-6-oxo-4-(trifluoromethyl)-1H-pyridine-3-carboxamide C1(CC1)COC1=CC=C(C=N1)C=1C(=CC(=C(C1)NC(=O)C1=CNC(C=C1C(F)(F)F)=O)N1C[C@@H](CC1)N(C)C)F |r|